C(C1=CC=CC=C1)OC1=C2C(=C(N(C2=CC=C1)C1=CC(=C(C=C1)F)F)C1CCOCC1)C1=C(C=C(C(=O)O)C=C1)C#N 4-[4-benzyloxy-1-(3,4-difluorophenyl)-2-tetrahydropyran-4-yl-indol-3-yl]-3-cyano-benzoic acid